O=C1N(CCN1C1=CC=CC=C1)C1CC2CN(C1C2)C=2N=NC(=C(N2)NC2=CC=C(C=C2)C2CCNCC2)C(=O)N (6-(2-oxo-3-phenylimidazolin-1-yl)-2-azabicyclo[2.2.1]heptan-2-yl)-5-((4-(piperidin-4-yl)phenyl)amino)-1,2,4-triazine-6-carboxamide